The molecule is a monothioketal formed from 5-chloro-1H-indole-2,3-dione. It has been studied for its anticonvulsant properties. It has a role as an anticonvulsant. It is a monothioketal and an oxathiolane. C1CSC2(O1)C3=C(C=CC(=C3)Cl)NC2=O